CN1C(N(C(CC1=O)=O)C)=O 1,3-dimethyl-2-oxohexahydropyrimidine-4,6-dione